3-bromophenyl-dibenzofuran BrC=1C=C(C=CC1)C1=CC=CC=2OC3=C(C21)C=CC=C3